FC=1C=CC(=NC1)NC1=CC=C(C=C1)OC 5-fluoro-N-(4-methoxyphenyl)pyridine-2-amine